C(#C)C1=NC=CC=C1C 2-ethynyl-3-methylpyridine